ClC=1C(=CC=C2C(C(NC12)=O)(C1=CC=C(C=C1)O)C1CCCCC1)C 7-chloro-3-cyclohexyl-3-(4-hydroxyphenyl)-6-methylindolin-2-one